C(=O)(OC(C)(C)C)NC1=NNC=C1 Bocaminopyrazole